2,5-dichloro-1-(trichloromethyl)benzene ClC1=C(C=C(C=C1)Cl)C(Cl)(Cl)Cl